3-(3-(2,4-Difluorophenyl)-4-oxo-3,4-dihydrophthalazin-1-yl)benzenesulfonamide FC1=C(C=CC(=C1)F)N1N=C(C2=CC=CC=C2C1=O)C=1C=C(C=CC1)S(=O)(=O)N